(2-methylpyridin-4-yl)-N-(4-((methylsulfonyl)methyl)phenyl)thiazol-2-amine CC1=NC=CC(=C1)C=1N=C(SC1)NC1=CC=C(C=C1)CS(=O)(=O)C